4-((2S,5R)-2,5-diethyl-4-(1-(4-methoxyphenyl)-2-methylpropyl)piperazin-1-yl)-1-methyl-2-oxo-1,2-dihydropyrido[3,2-d]Pyrimidine-6-carbonitrile C(C)[C@@H]1N(C[C@H](N(C1)C(C(C)C)C1=CC=C(C=C1)OC)CC)C=1C2=C(N(C(N1)=O)C)C=CC(=N2)C#N